C(C)(C)(C)OC(=O)N1CC(OCC1)CCOCCOCCOC=1C=C2C(N(C(C2=CC1)=O)C1C(NC(CC1)=O)=O)=O 2-[2-[2-[2-[2-(2,6-dioxo-3-piperidinyl)-1,3-dioxo-isoindol-5-yl]oxyethoxy]ethoxy]ethyl]morpholine-4-carboxylic acid tert-butyl ester